(4S)-4-(2,3-dichloro-6-hydroxyphenyl)-1-(2,3-dihydroxy-2-methylpropyl)pyrrolidin-2-one ClC1=C(C(=CC=C1Cl)O)[C@@H]1CC(N(C1)CC(CO)(C)O)=O